NC=1C=C2C=CN(C2=CC1)C(C)=O 1-(5-amino-1H-indol-1-yl)ethan-1-one